O=C1CCC(CC1)C=O 4-oxocyclohexane-carbaldehyde